(3R)-3-[6-[[1-[1-(1-methylcyclobutanecarbonyl)-4-piperidyl]pyrazol-4-yl]methyl]-2-oxo-benzo[cd]indol-1-yl]piperidine-2,6-dione CC1(CCC1)C(=O)N1CCC(CC1)N1N=CC(=C1)CC=1C=2C3=C(C(N(C3=CC1)[C@H]1C(NC(CC1)=O)=O)=O)C=CC2